1-chloro-7-methoxyisoquinoline-6-carbonitrile ClC1=NC=CC2=CC(=C(C=C12)OC)C#N